(2S,4S)-4-azidopyrrolidine-1,2-dicarboxylic acid O1-tert-butyl ester O2-methyl ester COC(=O)[C@H]1N(C[C@H](C1)N=[N+]=[N-])C(=O)OC(C)(C)C